(pentafluoroethyl) (trifluoromethyl) fluorophosphate P(=O)(OC(C(F)(F)F)(F)F)(OC(F)(F)F)F